FC1(C[C@@H](OC1)CNC(=O)C1=C(C2=C(CCC3=CN(N=C23)C[C@@H]2OCCOC2)O1)C(F)(F)F)F N-{[(2R)-4,4-difluoro-oxolan-2-yl]methyl}-2-{[(2S)-1,4-dioxan-2-yl]methyl}-8-(trifluoromethyl)-4,5-dihydro-2H-furo[2,3-g]indazole-7-carboxamide